2-(difluoromethoxy)-4-(2,8-dioxa-5-azonia-1-boranuidabicyclo[3.3.0]octan-1-yl)-N-[(1R,2S)-2-fluorocyclopropyl]-6-methoxy-benzamide FC(OC1=C(C(=O)N[C@H]2[C@H](C2)F)C(=CC(=C1)[B-]12OCC[NH+]2CCO1)OC)F